(1R)-1-(1-(1-(propylsulfonyl)pyrrolidin-3-yl)-1,6-dihydroimidazo[4,5-d]pyrrolo[2,3-b]pyridin-2-yl)ethan-1-ol C(CC)S(=O)(=O)N1CC(CC1)N1C(=NC=2C1=C1C(=NC2)NC=C1)[C@@H](C)O